CC=1C=C(OCP(O)(O)=O)C=C(C1CC1CCC(C12CNC1=CC=CC=C21)=O)C [3,5-dimethyl-4-[[2-oxospiro[cyclopentane-1,3-indoline]-5-yl]methyl]phenoxy]methylphosphonic acid